4-((3-fluoro-1-methylpiperidin-4-yl)oxy)aniline Ethyl-4-amino-5-methyl-1H-pyrazole-3-carboxylate C(C)OC(=O)C1=NNC(=C1N)C.FC1CN(CCC1OC1=CC=C(N)C=C1)C